N,N-dimethylethylammonium C[NH+](C)CC